2-[1-[2-(2-chloro-6-fluorophenyl)acetyl]piperidin-4-yl]-6-(3,5-dimethylpyrazol-1-yl)pyridazin-3-one ClC1=C(C(=CC=C1)F)CC(=O)N1CCC(CC1)N1N=C(C=CC1=O)N1N=C(C=C1C)C